C1(CCC1)C=1C(=NN(C1C1=CC=C(C=C1)F)C)NC([C@@H](C)C1(CC1)C(F)(F)F)=O (S)-N-(4-cyclobutyl-5-(4-fluorophenyl)-1-methyl-1H-pyrazol-3-yl)-2-(1-(trifluoromethyl)cyclopropyl)propanamide